2,2,2-Trifluoroethyl 1,1,2,2-tetrafluoroethyl ether FC(C(F)F)(F)OCC(F)(F)F